FC1=CC=C(C=C1)N1C(N(C=C(C1=O)C(=O)OCC)CCOC)=O ethyl 3-(4-fluorophenyl)-1-(2-methoxyethyl)-2,4-dioxo-1,2,3,4-tetrahydropyrimidin-5-formate